Sodium ((1R-5S,6S)-3-(5-methyl-2-((S)-2-methylazetidin-1-yl)-6-(trifluoromethyl)pyrimidin-4-yl)-3-azabicyclo[3.1.0]hexan-6-yl)methanesulfinate CC=1C(=NC(=NC1C(F)(F)F)N1[C@H](CC1)C)N1C[C@H]2C([C@H]2C1)CS(=O)[O-].[Na+]